C12CC(CC2C1)NN 3-Bicyclo[3.1.0]hexylhydrazine